BrC#CC1CC1 2-(bromoethynyl)cyclopropane